CC(CC)CCCC(CCCC(CCCCCCCCCCCCCCCCCCC)C)C 3,7,11-trimethyltriacontane